4-bromo-N-((1S,2R)-2-(2,3-dihydro-1H-inden-4-yl)-1-(5-oxo-4,5-dihydro-1,3,4-oxadiazol-2-yl)propyl)-2-methoxybenzenesulfonamide BrC1=CC(=C(C=C1)S(=O)(=O)N[C@@H]([C@H](C)C1=C2CCCC2=CC=C1)C=1OC(NN1)=O)OC